(3,3-difluorocyclobutyl)(3-methyl-6-(2-methyl-2H-pyrazolo[3,4-b]pyridin-5-yl)thieno[2,3-b]pyridin-2-yl)methyl acetate C(C)(=O)OC(C1=C(C=2C(=NC(=CC2)C2=CC=3C(N=C2)=NN(C3)C)S1)C)C1CC(C1)(F)F